tert-butyl (3R)-3-(dimethylcarbamoyl)-7-(4,4,5,5-tetramethyl-1,3,2-dioxaborolan-2-yl)-3,4-dihydro-1H-isoquinoline-2-carboxylate CN(C(=O)[C@@H]1N(CC2=CC(=CC=C2C1)B1OC(C(O1)(C)C)(C)C)C(=O)OC(C)(C)C)C